OC=1C(=CC2=C(C3(C(=CC12)C)CC3)C)C hydroxy-2',4',6'-trimethylspiro[cyclopropane-1,5'-inden]